7-hydroxy-1,4-dimethyl-6,8-dioxo-1,2,3,4,6,8,12,12a-octahydropyrido[1',2':4,5]pyrazino[1,2-a]pyrimidine-9-carboxamide OC=1C(C(=CN2CC3N(C(CCN3C)C)C(C21)=O)C(=O)N)=O